COC1=NC=C(C(=N1)OC)C=1C=C(C=2N(N1)C(=CN2)F)[C@@H]2[C@H](C2)C2=CC1=C(N=C(S1)C)C=C2 6-((1S,2S)-2-(6-(2,4-dimethoxypyrimidin-5-yl)-3-fluoroimidazo[1,2-b]pyridazin-8-yl)cyclopropyl)-2-methylbenzo[d]thiazole